(S)-N-(6-(1-methyl-1H-pyrazol-4-yl)isoquinolin-3-yl)-2-(3-methylmorpholinyl)acetamide CN1N=CC(=C1)C=1C=C2C=C(N=CC2=CC1)NC(CN1[C@H](COCC1)C)=O